BrC=1C=C2C(N(C(=NC2=CC1)[C@H](CCC)N1CCNC[C@H](C1)C)CCC)=O 6-bromo-2-((S)-1-((R)-6-methyl-1,4-diazepan-1-yl)butyl)-3-propylquinazolin-4(3H)-one